NC1=C(C(=NN1C(C)C)C1=CC=C(C=N1)CC(=O)NC1=CC(=CC=C1)C(F)(F)F)C#N 2-[6-(5-amino-4-cyano-1-isopropyl-pyrazol-3-yl)-3-pyridyl]-N-[3-(trifluoromethyl)phenyl]acetamide